C(C)(C)(C)P(C1=CC=CC=C1)C1=CC=CC=C1 tertiary butyl-diphenyl-phosphine